tert-butyl (1-(2,7-dichloro-8-fluoropyrido[4,3-d]pyrimidin-4-yl)-3,3-difluoropiperidin-4-yl)carbamate ClC=1N=C(C2=C(N1)C(=C(N=C2)Cl)F)N2CC(C(CC2)NC(OC(C)(C)C)=O)(F)F